C(C(C)(C)C)(=O)NC1=CC=C(C(=N1)NC1=C(N=NC=C1)C(=O)NC([2H])([2H])[2H])SC([2H])([2H])[2H] 4-((6-(pivaloylamino)-3-((methyl-d3)-sulfanyl)pyridin-2-yl)amino)-N-(methyl-d3)pyridazine-3-carboxamide